7-((tetrahydro-2H-pyran-2-yl)oxy)chroman-4-one tert-butyl-6-(4-(trifluoromethyl)benzylamino)-2-azaspiro[3.3]heptane-2-carboxylate C(C)(C)(C)OC(=O)N1CC2(C1)CC(C2)NCC2=CC=C(C=C2)C(F)(F)F.O2C(CCCC2)OC2=CC=C1C(CCOC1=C2)=O